pimelonitrile C(CCCCCC#N)#N